C(C)OC(C(=O)C1=CC=CC=C1)(C)OCC 2,2-diethoxypropiophenone